C(C)(C)(C)OC(=O)N([C@H](C(=O)OC(C)(C)C)CCC=O)C tert-butyl (S)-2-((tert-butoxycarbonyl)(methyl)amino)-5-oxopentanoate